9-fluoro-5,6-dimethyl-6H-pyrido[4,3-b]carbazole-1-carbonitrile FC1=CC=2C=3C=C4C(=C(C3N(C2C=C1)C)C)C=CN=C4C#N